C1N(CC2=CC=CC=C12)CC1=CC(=C(N=N1)N1CC2=CC=C(C=C2C1)S(=O)(=O)C)C#N 6-(isoindolin-2-ylmethyl)-3-(5-(methylsulfonyl)isoindolin-2-yl)pyridazine-4-carbonitrile